6-chloro-3-(4-chlorophenyl)-β-naphthylether ClC=1C=C2C=C(C(=CC2=CC1)OC1=CC2=CC=C(C=C2C=C1C1=CC=C(C=C1)Cl)Cl)C1=CC=C(C=C1)Cl